1-(cyclopropylmethyl)-2-(1-((3-(2-fluorophenyl)-1-methyl-1H-indol-6-yl)methyl)piperidin-4-yl)-1H-benzo[d]imidazole C1(CC1)CN1C(=NC2=C1C=CC=C2)C2CCN(CC2)CC2=CC=C1C(=CN(C1=C2)C)C2=C(C=CC=C2)F